Corynan-17-ol CC[C@H]1CN2CCC3=C([C@@H]2C[C@@H]1CCO)NC4=CC=CC=C34